ClC1=C(C=CC(=C1)C(F)(F)F)NC(CN1C=2N(C(C(=C1CC)N1CCN(CC1)C(C1=NC=CC(=C1O)F)=O)=O)N=C(N2)N2CCOCC2)=O N-(2-chloro-4-(trifluoromethyl)phenyl)-2-(5-ethyl-6-(4-(4-fluoro-3-hydroxypicolinoyl)piperazin-1-yl)-2-morpholino-7-oxo-[1,2,4]triazolo[1,5-a]pyrimidin-4(7H)-yl)acetamide